FC=1C=CC2=C(CCC(O2)C(CNCC(C2OC3=C(CC2)C=C(C=C3)F)O)O)C1 (+/-)-di[2-(6-fluoro-dihydrobenzopyran-2-yl)-2-hydroxyethyl]amine